[Si](C1=CC=CC=C1)(C1=CC=CC=C1)(C(C)(C)C)OCCCCCO 5-((t-butyldiphenylsilyl)oxy)pentane-1-ol